COC1=C(C=CC(=C1)OC)CNC=1C2=C(N=CN1)N(C=C2C2=NN(C=C2)C)[C@H]2[C@@H]([C@@H]([C@H](O2)C(=O)N[C@@H]2CNCCC2)O)O (2S,3S,4R,5R)-5-(4-{[(2,4-dimethoxyphenyl)methyl]amino}-5-(1-methyl-1H-pyrazol-3-yl)-7H-pyrrolo[2,3-d]pyrimidin-7-yl)-3,4-dihydroxy-N-[(3S)-piperidin-3-yl]oxolane-2-carboxamide